1-{2-[5-chloro-2-(chloromethyl)benzimidazolyl]ethoxy}-2-[2-(2-prop-2-ynyloxyethoxy)ethoxy]ethane ClC1=C(C2=C(N=C(N2)CCl)C=C1)CCOCCOCCOCCOCC#C